4-((3R,4R)-3-(Dimethylamino)-4-hydroxy-3-(3-(trifluoromethyl)phenethyl)piperidin-1-yl)-2,6-difluoro-N-(pyrimidin-4-yl)benzenesulfonamide formate C(=O)O.CN([C@@]1(CN(CC[C@H]1O)C1=CC(=C(C(=C1)F)S(=O)(=O)NC1=NC=NC=C1)F)CCC1=CC(=CC=C1)C(F)(F)F)C